ClC=1C=C2CCNCC2=C(C1)[C@H]1N(CCC1)C(=O)OC(C)(C)C tert-butyl (S)-2-(6-chloro-1,2,3,4-tetrahydroisoquinolin-8-yl)pyrrolidine-1-carboxylate